OC1CCC(CC1)NC(=O)C=1SC=2N=CC=C3N(C(NC1C23)=O)C2=C(C=C(C=C2)OC2=CC=CC=C2)C N-((1R,4R)-4-Hydroxycyclohexyl)-5-(2-methyl-4-phenoxyphenyl)-4-oxo-4,5-dihydro-3H-1-thia-3,5,8-triazaacenaphthylene-2-carboxamide